ClC=1C=NC(=NC1)N1CCC(CC1)CCCOC1=CC(=C(C=C1)CC(=O)N1C[C@H](CC1)CNC[C@@H]([C@H]([C@@H]([C@@H](CO)O)O)O)O)F 2-[4-[3-[1-(5-chloropyrimidin-2-yl)-4-piperidyl]propoxy]-2-fluoro-phenyl]-1-[(3R)-3-[[[(2S,3R,4R,5R)-2,3,4,5,6-pentahydroxyhexyl]amino]methyl]-pyrrolidin-1-yl]ethanone